N-(4-((4-(quinazolin-4-ylamino)piperidin-1-yl)methyl)phenyl)ethanesulfonamide N1=CN=C(C2=CC=CC=C12)NC1CCN(CC1)CC1=CC=C(C=C1)NS(=O)(=O)CC